methyl (Z)-1-(4-amino-2-fluorobut-2-en-1-yl)-4-(3-((3,3-difluoropyrrolidin-1-yl)sulfonyl)phenyl)-1H-benzo[d]imidazol-6-carboxylate NC\C=C(\CN1C=NC2=C1C=C(C=C2C2=CC(=CC=C2)S(=O)(=O)N2CC(CC2)(F)F)C(=O)OC)/F